Tert-butyl 2-((6-amino-5-bromo-3-fluoropyridin-2-yl)methyl)-1-(2-methoxyethyl)-1H-benzo[d]imidazole-6-carboxylate NC1=C(C=C(C(=N1)CC1=NC2=C(N1CCOC)C=C(C=C2)C(=O)OC(C)(C)C)F)Br